(E)-4-(2-amino-5-bromo-phenoxy)but-2-en-1-ol NC1=C(OC/C=C/CO)C=C(C=C1)Br